COC=1C(=C(C=C(C1)CCCCC)O)[C@@H]1C=C(CCC1C(=C)C)C 3-Methoxy-2-[(1R)-3-methyl-6-prop-1-en-2-ylcyclohex-2-en-1-yl]-5-pentylphenol